COCCC(\C=C\C1=CC=CC=C1)O 2-methoxyethyl-(E)-cinnamyl alcohol